N1C(=NC2=C1C=CC=C2)C=2C=C(C=CC2)NC(C2=CC(=C(C=C2)OCC(=O)N2CCOCC2)OC)=O N-[3-(1H-1,3-benzodiazol-2-yl)phenyl]-3-methoxy-4-[2-(morpholin-4-yl)-2-oxoethoxy]benzamide